(R)-N-((S)-1'-(3-bromo-4-cyano-1H-pyrazolo[3,4-d]pyrimidin-6-yl)-5,7-dihydrospiro[cyclopenta[b]pyridin-6,4'-piperidin]-5-yl)-2-methylpropane-2-sulfinamide BrC1=NNC2=NC(=NC(=C21)C#N)N2CCC1(CC2)[C@@H](C=2C(=NC=CC2)C1)N[S@](=O)C(C)(C)C